ClC1=CC=C(C=C1)N1CCN(C2=CC=CC=C12)C(C(C)N1CCCC1)=O 1-(4-(4-chlorophenyl)-3,4-dihydroquinoxaline-1(2H)-yl)-2-(pyrrolidin-1-yl)propan-1-one